(S)-5-(2-((1-cyclobutyl-2-(methylamino)-2-oxoethyl)amino)-2-oxoacetyl)-N-(4-fluoro-3-methylphenyl)-1,2,4-trimethyl-1H-pyrrole-3-carboxamide C1(CCC1)[C@@H](C(=O)NC)NC(C(=O)C1=C(C(=C(N1C)C)C(=O)NC1=CC(=C(C=C1)F)C)C)=O